3-(4-methylphenylamino)-1-(4-nitrophenyl)-2-propen-1-one CC1=CC=C(C=C1)NC=CC(=O)C1=CC=C(C=C1)[N+](=O)[O-]